4-[(4-aminophenyl)(phenanthr-9-yl)methyl]aniline NC1=CC=C(C=C1)C(C1=CC=C(N)C=C1)C=1C2=CC=CC=C2C=2C=CC=CC2C1